(2S)-9-((2-chloro-4-((3-fluoropyridin-2-yl)oxy)phenyl)(hydroxy)methyl)-2-(methoxymethyl)-2-Methyl-1,2,4,7-tetrahydro-3H-pyrrolo[3',2':5,6]pyrido[3,4-b]pyrazin-3-one ClC1=C(C=CC(=C1)OC1=NC=CC=C1F)C(C1=CNC2=C1C1=C(NC([C@](N1)(C)COC)=O)C=N2)O